(3R,6R)-1-N-tert-butoxycarbonyl-4-(7-chloro-6-fluoro-1-(2-isopropyl-4-methylpyridin-3-yl)-3-nitro Methyl-2-oxo-1,2-dihydro-1,8-naphthyridin-4-yl)-6-methylpiperazine-3-carboxylate C(C)(C)(C)OC(=O)N1C[C@@H](N(C[C@H]1C)C1=C(C(N(C2=NC(=C(C=C12)F)Cl)C=1C(=NC=CC1C)C(C)C)=O)C[N+](=O)[O-])C(=O)[O-]